N-(6-amino-5-fluoro-4-(2-hydroxypropan-2-yl)pyridin-3-yl)-6-(trifluoromethyl)picolinamide tert-butyl-(4-(((7H-pyrrolo[2,3-d]pyrimidin-4-yl)amino)methyl)phenyl)carbamate C(C)(C)(C)N(C(O)=O)C1=CC=C(C=C1)CNC=1C2=C(N=CN1)NC=C2.NC2=C(C(=C(C=N2)NC(C2=NC(=CC=C2)C(F)(F)F)=O)C(C)(C)O)F